BrC=1C=C(C=CC1Cl)[C@@H]1N(C(OC1)(C)C)C(=O)OC(C)(C)C (S)-tert-butyl 4-(3-bromo-4-chlorophenyl)-2,2-dimethyloxazolidine-3-carboxylate